2-methyl-2-(2-chloro-4-(4-chlorophenoxy)phenyl)-4-methyl-1,3-dioxolane CC1(OCC(O1)C)C1=C(C=C(C=C1)OC1=CC=C(C=C1)Cl)Cl